[Na+].[Na+].NCCS(=O)(=O)[O-].NCCS(=O)(=O)[O-] taurine, disodium salt